C(C)(C)(C)OC(=O)NC1CC(C1)NC(=O)C1=CC=C(COC=2C=C(C=CC2)[C@](C(=O)OCC2CCN(CC2)CC2=CC=CC=C2)(C2=CC=CC=C2)O)C=C1 (1-benzylpiperidin-4-yl)methyl (S)-2-(3-((4-(((1r,3S)-3-((tert-butoxycarbonyl)amino)cyclobutyl)carbamoyl)benzyl)oxy)phenyl)-2-hydroxy-2-phenylacetate